butylamine iodonium salt [IH2+].C(CCC)N